N1N=C(C=C1)C1=C(C=NC=C1)C=1C=C2C=C(N=CC2=C(N1)N)NC(=O)[C@@H]1[C@H](C1)C#N (1S,2S)-N-(6-(4-(1H-pyrazol-3-yl)pyridin-3-yl)-8-amino-2,7-naphthyridin-3-yl)-2-cyanocyclopropanecarboxamide